(E)-O-(2-methoxyethyl)guanosine COCCO[C@H]1[C@@H](O[C@@H]([C@H]1O)CO)N1C=NC=2C(=O)NC(N)=NC12